BrC=1C=C2N3CCN(CCOC=4N(N=CC4C=4C(N(C=C(C(NC3=NC2=CC1)=O)C4)C)=O)C)CC(F)(F)F 16-bromo-5,26-dimethyl-10-(2,2,2-trifluoroethyl)-7-oxa-4,5,10,13,20,22,26-heptaazapentacyclo[22.3.1.0^{2,6}.0^{13,21}.0^{14,19}]octacosa-1(28),2(6),3,14,16,18,20,24-octaene-23,27-dione